CN1C(=NC=C1)C(=O)ON=CC1=CC=C(C=C1)Br 4-Bromobenzaldehyde-O-(1-methyl-1H-imidazole-2-carbonyl) oxime